Cl.NCCCCNC(C1=C(C=C(C=C1)NC=1C=2N(C=CN1)C(=CN2)C2=C(C(=C(C=C2)OC)F)F)Cl)=O N-(4-aminobutyl)-2-chloro-4-((3-(2,3-difluoro-4-methoxyphenyl)imidazo[1,2-a]pyrazin-8-yl)amino)benzamide hydrochloride